C(C)(C)(C)C1=NOC(=N1)C=1C(=NC(=NC1)NC=1C=C2CCN(C(C2=CC1)=O)C)N[C@H](CO)C1=CC=CC=C1 6-[[5-(3-tert-butyl-1,2,4-oxadiazol-5-yl)-4-[[(1S)-2-hydroxy-1-phenyl-ethyl]amino]pyrimidin-2-yl]amino]-2-methyl-3,4-dihydroisoquinolin-1-one